C(CCCCCCCCCCC)SC(=S)SC(C(=O)O)(C)C 2-(dodecylthio-thiocarbonylthio)-2-methylpropionic acid